2-(4-{2-[(R)-2-(trifluoromethyl)-1-azetidinyl]-5-chloro-6-(trifluoromethyl)-4-pyrimidinyl}-1-pyrazolyl)-1-(1-piperazinyl)-1-ethanone FC([C@@H]1N(CC1)C1=NC(=C(C(=N1)C=1C=NN(C1)CC(=O)N1CCNCC1)Cl)C(F)(F)F)(F)F